4-Fluoro-2,2-dimethyl-1-oxo-2,3-dihydro-1H-indene-5-carboxylic acid methyl ester COC(=O)C=1C(=C2CC(C(C2=CC1)=O)(C)C)F